tert-butyl 2-[6-bromo-5-(2-chlorophenyl)thiazolo[4,5-b]pyridin-2-yl]sulfanylacetate BrC=1C=C2C(=NC1C1=C(C=CC=C1)Cl)N=C(S2)SCC(=O)OC(C)(C)C